2-(((1s,4s)-4-((7-morpholino-1,6-naphthyridin-5-yl)oxy)cyclohexyl)amino)pyrimidine-5-sulfonamide O1CCN(CC1)C1=NC(=C2C=CC=NC2=C1)OC1CCC(CC1)NC1=NC=C(C=N1)S(=O)(=O)N